(E)-octyl-8-bromoguanosine C(CCCCCCC)[C@@]1([C@H](O)[C@H](O)[C@@H](CO)O1)N1C(=NC=2C(=O)NC(N)=NC12)Br